3-(2-[2-[1-(2,6-dioxopiperidin-3-yl)-3-methyl-2-oxo-1,3-benzodiazol-5-yl]ethyl]phenyl)propanoic acid O=C1NC(CCC1N1C(N(C2=C1C=CC(=C2)CCC2=C(C=CC=C2)CCC(=O)O)C)=O)=O